1-(3-(1H-imidazol-5-yl)-2-(3-(trifluoromethyl)-1H-1,2,4-triazol-5-yl)imidazo[1,2-a]pyrimidin-7-yl)ethan-1-ol N1C=NC=C1C1=C(N=C2N1C=CC(=N2)C(C)O)C2=NC(=NN2)C(F)(F)F